BrC=1C(=C(C=C(C1)F)C(C)=O)OCC(C(F)(F)F)O 1-[3-bromo-5-fluoro-2-(3,3,3-trifluoro-2-hydroxypropoxy)phenyl]ethanone